S1C2(SCCC1)CC1C3=CC=CC=C3CCN1C=1CCCC(C12)=O 2,3,4,5,6,10b,11,12-Octahydro-spiro[4b-azachrysen-12,2'-[1,3]dithian]-1-on